6-phenyl-1,3,4-triazine-2,4-diamine C1(=CC=CC=C1)C1=CN(NC(=N1)N)N